2-(4-(6-((4-bromo-2-fluorobenzyl)oxy)pyridin-2-yl)-2,5-difluorobenzyl)-1-(2-methoxyEthyl)-1H-benzo[d]Imidazole-6-carboxylic acid tert-butyl ester C(C)(C)(C)OC(=O)C=1C=CC2=C(N(C(=N2)CC2=C(C=C(C(=C2)F)C2=NC(=CC=C2)OCC2=C(C=C(C=C2)Br)F)F)CCOC)C1